C(=O)(OC(C)(C)C)N[C@@H](C)C(=O)O |r| Boc-rac-alanine